(S)-1-(5-(difluoromethyl)-1H-pyrrole-2-carbonyl)-N-(3,4,5-trifluorophenyl)pyrrolidine-3-carboxamide FC(C1=CC=C(N1)C(=O)N1C[C@H](CC1)C(=O)NC1=CC(=C(C(=C1)F)F)F)F